6-(1-methylpyrazol-4-yl)-4-(4-piperidyl)pyrazolo[1,5-a]pyrazine CN1N=CC(=C1)C=1N=C(C=2N(C1)N=CC2)C2CCNCC2